N1(C=NCC1)CCN1C=NCC1 1,2-bis(4,5-dihydro-1H-imidazol-1-yl)ethane